6-(2,6-dichlorophenyl)-2-{[4-(4-methylpiperazin-1-yl)phenyl]amino}-8-(pyridin-4-yl)pyrido[2,3-d]pyrimidin-5(8H)-one ClC1=C(C(=CC=C1)Cl)C=1C(C2=C(N=C(N=C2)NC2=CC=C(C=C2)N2CCN(CC2)C)N(C1)C1=CC=NC=C1)=O